8-(2-hydroxycyclopentyl)-7-oxo-2-((1,2,3,4-tetrahydroisoquinolin-6-yl)amino)-7,8-dihydropyrido[2,3-d]pyrimidine-6-carbonitrile OC1C(CCC1)N1C(C(=CC2=C1N=C(N=C2)NC=2C=C1CCNCC1=CC2)C#N)=O